N-(2-chloro-4-(trifluoromethyl)phenyl)-2-(5-ethyl-7-oxo-6-(piperazine-1-yl)-2-(3,3a,4,6a-tetrahydro-1H-cyclopenta[c]furan-5-yl)-[1,2,4]triazolo[1,5-a]pyrimidin-4(7H)-yl)acetamide ClC1=C(C=CC(=C1)C(F)(F)F)NC(CN1C=2N(C(C(=C1CC)N1CCNCC1)=O)N=C(N2)C=2CC1C(COC1)C2)=O